C[Si](C#CC[C@@H](C)OCC(=O)OC(C)(C)C)(C)C tert-butyl (R)-2-((5-(trimethylsilyl)pent-4-yn-2-yl)oxy)acetate